4-[(2S)-3-amino-2-(dimethylamino)propyl]-2,6-difluorobenzamide NC[C@H](CC1=CC(=C(C(=O)N)C(=C1)F)F)N(C)C